2-cyclopropyl-4-((3,4-dichlorobenzyl)oxy)benzaldehyde C1(CC1)C1=C(C=O)C=CC(=C1)OCC1=CC(=C(C=C1)Cl)Cl